1-(4-methoxyphenyl)-N5-(1-(3-oxomorpholino)piperidin-4-yl)-1H-pyrazole-3,5-dicarboxamide COC1=CC=C(C=C1)N1N=C(C=C1C(=O)NC1CCN(CC1)N1C(COCC1)=O)C(=O)N